N[C@H]1CN(CCC1)C(=O)NC1=CC=C(C=C1)OC(F)(F)F (R)-3-amino-N-(4-(trifluoromethoxy)phenyl)piperidine-1-carboxamide